ClC=1C=C2C(=C(C=NC2=C(C1)F)C(C)(C)O)C(C)C 2-(6-chloro-8-fluoro-4-isopropylquinolin-3-yl)propan-2-ol